N1C=CC=2C1=NC=C(C2)OC2=C(C(=O)OC)C=CC(=C2)F Methyl 2-(1H-pyrrolo[2,3-b]pyridin-5-yloxy)-4-fluorobenzoate